2-oxo-2-((7-(pyridin-4-yl)-4,5,6,7-tetrahydrobenzo[d]thiazol-2-yl)amino)ethyl ethylsulfamate C(C)NS(OCC(NC=1SC2=C(N1)CCCC2C2=CC=NC=C2)=O)(=O)=O